1-[1-(3,4-dichloro-phenyl)cyclopropyl]-ethyl (2S)-2-[(3-hydroxy-4-methoxy-pyridine-2-carbonyl)-amino]propanoate OC=1C(=NC=CC1OC)C(=O)N[C@H](C(=O)OC(C)C1(CC1)C1=CC(=C(C=C1)Cl)Cl)C